S1C(=CC=C1)C1=CC(=C(C(=C1)C=1SC=CC1)C1=NC=NC=N1)OC(CC(C)O)CC 4,6-dithiophene-2-yl-2-(2-hydroxy-4-n-hexyloxy)phenyl-1,3,5-triazine